ClC=1C(=C(CNC(CNC2CC2)=O)C=CC1)F N-(3-chloro-2-fluorobenzyl)-2-(cyclopropylamino)acetamide